BrC=1C=C(C=CC1)C1(CC(C1)CO)C1=NN=CN1C (3-(3-bromophenyl)-3-(4-methyl-4H-1,2,4-triazol-3-yl)cyclobutyl)-methanol